3-chloroacetylacetone ClCC(=O)CC(C)=O